N-((1-(6-(6-(difluoromethyl)imidazo[1,2-b]pyridazin-3-yl)pyrimidin-4-yl)-5-hydroxypiperidin-3-yl)methyl)-N-methyl-methanesulfonamide FC(C=1C=CC=2N(N1)C(=CN2)C2=CC(=NC=N2)N2CC(CC(C2)O)CN(S(=O)(=O)C)C)F